BrC1=NC=2C=NC(=NC2N(C1=O)C(C)C)N[C@@H]1CN(C[C@H](C1)F)C(=O)OC(C)(C)C tert-butyl (3S,5S)-3-[(6-bromo-8-isopropyl-7-oxo-pteridin-2-yl)amino]-5-fluoro-piperidine-1-carboxylate